6-Chloro-7-fluoro-1-[(3-thienyl)methyl]-1,2,3,4-tetrahydro-8-quinolinecarboxylic acid ClC=1C=C2CCCN(C2=C(C1F)C(=O)O)CC1=CSC=C1